NC=1C=C(C=CC1)P(C1=CC(=CC=C1)N)(C1=CC(=CC=C1)N)=O tri(3-aminophenyl)phosphorus oxide